CC1=C(C=NC=C1)C1=CC2=C(NC(=N2)C#N)C=C1 5-(4-methylpyridin-3-yl)-1H-benzo[d]imidazole-2-carbonitrile